3-(5-bromopyridine-2-yl)-6-((5-chloro-6-methoxypyridine-3-yl)methyl)-3,6-diazabicyclo[3.1.1]Heptane BrC=1C=CC(=NC1)N1CC2N(C(C1)C2)CC=2C=NC(=C(C2)Cl)OC